C(C)(C)OC1=CC=CC(=N1)C=1C=C2CCC(OC2=CC1)CCC(=O)O 3-[6-(6-isopropoxy-2-pyridinyl)chroman-2-yl]propionic acid